CC(CCC=C)=C 5-methyl-1,5-hexadiene